OC1=C(C(OC(=C1)C)=O)C(CCC1=CC=C(C=C1)C)=O 4-hydroxy-6-methyl-3-(3-(p-tolyl)propionyl)-2H-pyran-2-one